6-bromo-7-fluoro-1-(1-methylcyclopropyl)-4-oxo-1,4-dihydroquinoline-3-carboxylic acid ethyl ester C(C)OC(=O)C1=CN(C2=CC(=C(C=C2C1=O)Br)F)C1(CC1)C